3-(benzofuran-2-yl)propan-1-ol O1C(=CC2=C1C=CC=C2)CCCO